FC1C(CCC(C1)NC)NC1=C2C=C(N(C2=CC=C1)CC(F)(F)F)C#CCNC1=C(C=C(C=C1)S(=O)(=O)C)OC 2-fluoro-N1-(2-{3-[(4-methanesulfonyl-2-methoxyphenyl)amino]prop-1-yn-1-yl}-1-(2,2,2-trifluoroethyl)-1H-indol-4-yl)-N4-methylcyclohexane-1,4-diamine